C(CCCCCCCCCCCCCCC)(=O)OC[C@@H](OC(CCCCCCCC=O)=O)COP(=O)([O-])OCC[N+](C)(C)C 1-palmitoyl-2-(9-oxo-nonanoyl)-sn-glycero-3-phosphocholine